4H-benzo[1,3]oxazine O1C=NCC2=C1C=CC=C2